N-(6-amino-5-methyl-3-pyridyl)-2-[(2R,5S)-2-(4-fluorophenyl)-5-methyl-1-piperidyl]-2-oxo-acetamide NC1=C(C=C(C=N1)NC(C(=O)N1[C@H](CC[C@@H](C1)C)C1=CC=C(C=C1)F)=O)C